N-(2,4-dimethylphenyl)-3-hydroxy-N-methylbicyclo[1.1.1]pentane-1-carboxamide CC1=C(C=CC(=C1)C)N(C(=O)C12CC(C1)(C2)O)C